C(C)C1=C(C(=CC=C1)CC)N1N=C2C(CN(CC2)C2=NC=C(C=N2)C(C)C)=C1C1=C2C=CNC2=C(C=C1)F 2-(2,6-diethylphenyl)-3-(7-fluoro-1H-indol-4-yl)-5-(5-isopropylpyrimidin-2-yl)-6,7-dihydro-4H-pyrazolo[4,3-c]pyridine